2-oxa-5-azabicyclo[2.2.1]heptane-5-carboxylic acid ethyl ester C(C)OC(=O)N1C2COC(C1)C2